OC1=C(C=CC(=C1)O)C=1N=C(SC1)C(C(=O)N)(C)C r-(4-(2,4-dihydroxyphenyl)thiazol-2-yl)isobutyramide